CC(C)CCCCCCCCCCC(=O)CC1=CC(=CC(=O)O1)O The molecule is an acyl tetraketide pyran-2-one that is 4-hydroxy-2H-pyran-2-one in which the hydrogen at position 6 is replaced by a 13-methyl-2-oxotetradecyl group.